(2,4,6-trimethylbenzoyl)phenyl-phenyl-phosphinoyl chloride CC1=C(C(=O)C2=C(C=CC=C2)P(=O)(C2=CC=CC=C2)Cl)C(=CC(=C1)C)C